C(CCCCCCC\C=C/CCCCCCCC)(=O)OCC(CN(C)C)OC(CCCCCCC\C=C/CCCCCCCC)=O 1,2-dioleoyloxy-3-dimethylamino-propane